NC=1N=C(SC1C(C1=CC=C(C=C1)OCC(=O)NCC(CO)O)=O)N(C1=CC=C(C=C1)F)C(C(=O)N)C 2-(N-[4-amino-5-[4-[2-(2,3-dihydroxypropylamino)-2-oxo-ethoxy]benzoyl]thiazol-2-yl]-4-fluoro-anilino)propanamide